N-butylamino-methyldimethoxymethylsilane C(CCC)N[SiH](C(OC)OC)C